FC1=C(CN2C(=NC3=C2NC(CN3)C=3C2=C(C(N(C3)C)=O)NC=C2)C)C=CC(=C1)F 4-(1-(2,4-difluorobenzyl)-2-methyl-1H-imidazo[4,5-b]piperazin-6-yl)-6-methyl-1H-pyrrolo[2,3-c]pyridin-7(6H)-one